2-(3-fluoro-5-isopropyl-2-methoxyphenyl)-2-((R)-3-((5-(4-isopropoxy-5,6,7,8-tetrahydro-1,8-naphthyridin-2-yl)pentyl)oxy)pyrrolidin-1-yl)acetic acid FC=1C(=C(C=C(C1)C(C)C)C(C(=O)O)N1C[C@@H](CC1)OCCCCCC1=NC=2NCCCC2C(=C1)OC(C)C)OC